C(C)(=O)N1[C@H](C[C@H](C1)C1=CC(=C(C=C1)OC(F)F)OC(C)C)CC1(NC=C(C=C1)C(=O)NCC)C(=O)N 2-(((2R,4S)-1-acetyl-4-(4-(difluoromethoxy)-3-isopropoxyphenyl)pyrrolidin-2-yl)methyl)-N5-ethylpyridine-2,5-dicarboxamide